1-(4-bromophenyl)cyclohexanol BrC1=CC=C(C=C1)C1(CCCCC1)O